COCC1=CC=C(C=C1)C1=CC=C(C=C1)NC(C(C)(C)OC1=CC(=CC=C1)OC)=O N-(4'-(methoxymethyl)-[1,1'-biphenyl]-4-yl)-2-(3-methoxyphenoxy)-2-methylpropanamide